FC1CCCC2C3CCC(OC[C@@H]4[C@@]5(C[C@H](N4CCCOC12)C)NCCOC5)CC3 (1's,3R,13'R,16'S,19's)-6'-fluoro-13'-methyl-8',18'-dioxa-12'-azaspiro[morpholine-3,15'-tetracyclo[17.2.2.02,7.012,16]tricosane]